OC(C([N+](C([2H])([2H])[2H])(C([2H])[2H])C)([2H])[2H])([2H])[2H] Choline-d9